Ethyl 4-(2-nitrophenyl)-2,4-dicarbonylbutyrate [N+](=O)([O-])C1=C(C=CC=C1)C(CC(C(=O)OCC)=C=O)=C=O